N-[6-[4-[acetyl(cyclopropylmethyl)amino]-3-chloro-phenyl]-3-pyridyl]-2-(4-fluorophenyl)acetamide C(C)(=O)N(C1=C(C=C(C=C1)C1=CC=C(C=N1)NC(CC1=CC=C(C=C1)F)=O)Cl)CC1CC1